OC[C@H](C1=CC=CC=C1)NC1=CC(=NC=C1C1=NC(=NO1)N1CCOCC1)NC1=CC=C2C(=N1)N(NC2=O)C(C)C (S)-6-((4-((2-hydroxy-1-phenylethyl)amino)-5-(3-morpholino-1,2,4-oxadiazol-5-yl)pyridin-2-yl)amino)-1-isopropyl-1,2-dihydro-3H-pyrazolo[3,4-b]pyridin-3-one